1-[2-(2,6-dioxo-3-piperidyl)-1,3-dioxo-isoindolin-5-yl]-ethyl acetate C(C)(=O)OC(C)C=1C=C2C(N(C(C2=CC1)=O)C1C(NC(CC1)=O)=O)=O